1,2-di-(9Z,11E,13E,15Z-octadecatetraenoyl)-sn-glycero-3-phosphocholine CC/C=C\C=C\C=C\C=C/CCCCCCCC(=O)OC[C@H](COP(=O)([O-])OCC[N+](C)(C)C)OC(=O)CCCCCCC/C=C\C=C\C=C\C=C/CC